Methyl 3-(7-(2-(cyclohexylamino)-2-oxoethoxy) naphthalen-2-yl)-3-(7-methyl-2,3-dihydrobenzo[b][1,4]dioxin-6-yl)propanoate C1(CCCCC1)NC(COC1=CC=C2C=CC(=CC2=C1)C(CC(=O)OC)C1=CC2=C(OCCO2)C=C1C)=O